C1=CC=CC=2C3=CC=CC=C3C(C12)COC(=O)N[C@@H](C(=O)O)C (2R)-2-({[(9H-fluoren-9-yl)methoxy]carbonyl}amino)propanoic acid